FC1=CC2=C(N(C(N=C2N2[C@H](CN(CC2)C(=O)OC(C)(C)C)C)=O)C=2C(=NC=CC2C)C(C)C)N=C1C1=C(C=CC=C1C(F)(F)F)F tert-butyl (3S)-4-(6-fluoro-7-(2-fluoro-6-(trifluoromethyl)phenyl)-1-(2-isopropyl-4-methylpyridin-3-yl)-2-oxo-1,2-dihydropyrido[2,3-d]pyrimidin-4-yl)-3-methylpiperazine-1-carboxylate